FC1=C(N=CC2=C1N=C(N=C2N2C(C[C@@H](CC2)C(=O)OC)O)OCC21CCCN1CCC2)C2=CC=CC1=CC=CC(=C21)F methyl (3R,4R)-1-(8-fluoro-7-(8-fluoronaphthalen-1-yl)-2-((tetrahydro-1H-pyrrolizin-7a(5H)-yl)methoxy)pyrido[4,3-d]pyrimidin-4-yl)-3-cis-hydroxypiperidine-4-carboxylate